N1=CC(=CC=C1)C1CC1 (1S,2S)-2-(pyridin-3-yl)cyclopropane